7-acetylbenzoxazole C(C)(=O)C1=CC=CC=2N=COC21